C1(CCCCC1)C=1C=C(C=CC1O)C(C1=C(C=CC=C1)O)C1=CC(=C(C=C1)O)C1CCCCC1 bis(3-cyclohexyl-4-hydroxyphenyl)-2-hydroxyphenyl-methane